C(CCCCCCCCC#CC#CCCCCCCCCCCCC)(=O)O.[Li] lithium pentacosa-10,12-diynoic acid